di-eicosyl-dimethyl-ammonium chloride [Cl-].C(CCCCCCCCCCCCCCCCCCC)[N+](C)(C)CCCCCCCCCCCCCCCCCCCC